ClC1=C(C(=CC=C1[N+](=O)[O-])F)NC(C(F)F)=O N-(2-chloro-6-fluoro-3-nitrophenyl)-2,2-difluoroacetamide